OC1=CC=C(C=C1)C1=CC(SS1)=O 5-(4-oxidanylphenyl)dithiol-3-one